C(#N)C=1C=NNC1NC(=S)NC(OCC)=O Ethyl N-[(4-cyano-1H-pyrazol-5-yl)carbamothioyl]carbamate